C(#N)C=1C=NN2C1C(=CC(=C2)OCCO)C=2C=CC(=NC2)C=2CN(CC2)C(=O)OC(C)(C)C Tert-butyl 3-(5-(3-cyano-6-(2-hydroxyethoxy)pyrazolo[1,5-a]pyridin-4-yl)pyridin-2-yl)-2,5-dihydro-1H-pyrrole-1-carboxylate